1-(3-bromophenyl)-3-methylcyclobutane-1-carboxamide BrC=1C=C(C=CC1)C1(CC(C1)C)C(=O)N